COC1=CC=2N(C=C1S(=O)(=O)C(CO)(C)C)C=CN2 2-((7-methoxyimidazo[1,2-a]pyridin-6-yl)sulfonyl)-2-methylpropan-1-ol